CS(=O)(=O)O[C@H]1[C@H](CCC1)NC1=NC=C(C(=N1)C1=CN(C2=NC(=CC=C21)C=2C(=NOC2C)C)S(=O)(=O)C2=CC=CC=C2)C(F)(F)F [(1R,2S)-2-[[4-[1-(benzenesulfonyl)-6-(3,5-dimethylisoxazol-4-yl)pyrrolo[2,3-b]pyridin-3-yl]-5-(trifluoromethyl)pyrimidin-2-yl]amino]cyclopentyl] methanesulfonate